3,3',5,5'-tetramethyl-4,4'-methylenedianiline CC=1C=C(N)C=C(C1CC1=C(C=C(N)C=C1C)C)C